P(=O)(OC[C@@H]1O[C@H](CC1)N1C(NC(C=C1)=O)=O)(OCCCC)O.[Mg] magnesium ((2R,3S,5R)-5-(2,4-dioxopyrimidin-1(2H)-yl)-tetrahydrofuran-2-yl)-methyl butyl hydrogen phosphate